C(C)OC(CCC1=NN=C2N1N=C(C=C2)N2CCN(CC2)C)=O 3-[6-(4-Methylpiperazin-1-yl)-[1,2,4]triazolo[4,3-b]pyridazin-3-yl]propanoic acid ethyl ester